Br.N[C@@]1([C@@H](CCC1)CC)C(=O)O (1S,2R)-1-amino-2-ethylcyclopentane-1-carboxylic acid hydrobromide salt